(5Z)-2-[[(1R)-2-Methoxy-1-phenyl-ethyl]amino]-3-methyl-5-[(3-methylbenzimidazol-5-yl)methylene]imidazol-4-one COC[C@@H](C1=CC=CC=C1)NC1=N\C(\C(N1C)=O)=C/C1=CC2=C(N=CN2C)C=C1